3-(2,2,2-trifluoroethylamino)-1-[4-[5-(trifluoromethyl)pyrimidin-2-yl]piperazin-1-yl]propan-1-one FC(CNCCC(=O)N1CCN(CC1)C1=NC=C(C=N1)C(F)(F)F)(F)F